iron-calcium-nickel [Ni].[Ca].[Fe]